CC(=O)C1=CC2=C(C=C1N)OCO2 6-amino-3,4-methylenedioxyacetophenone